CC1=C(C=CC(=C1)C)[C@H]1CC2(CN(C2)C(=O)C2CC(C2)(C)O)CC1 |r| (rac)-(6-(2,4-Dimethylphenyl)-2-azaspiro[3.4]octan-2-yl)((1s,3s)-3-hydroxy-3-methylcyclobutyl)methanon